N-(cyclohexylidene)-3-(trimethoxysilyl)-1-propaneamine C1(CCCCC1)=NCCC[Si](OC)(OC)OC